O[C@@H]1CC[C@H](CC1)C(=O)N(C[C@@H]1CC[C@H](CC1)C1=CC(=C(C=C1)OC)C)C1=NC=CC(=C1)C1=CN=C(S1)C(C)C trans-4-Hydroxy-N-(4-(2-isopropylthiazol-5-yl)pyridin-2-yl)-N-((trans-4-(4-methoxy-3-methylphenyl)cyclohexyl)methyl)-cyclohexanecarboxamide